C(C)OC(=O)C1(CSCC1O)N1C2=NC(=NC(=C2N=C1)Cl)N (±)-Ethyl-3-(2-amino-6-chloro-9H-purin-9-yl)-4-hydroxytetrahydrothiophene-3-carboxylate